4-(3-((3-Aminopyrrolidin-1-yl)methyl)-6-(4-fluorophenyl)benzofuran-5-yl)benzonitrile NC1CN(CC1)CC1=COC2=C1C=C(C(=C2)C2=CC=C(C=C2)F)C2=CC=C(C#N)C=C2